N1=CN=C(C=C1N)N PYRIMIDIN-4,6-DIAMIN